C(C)(=O)NC1=C(C=CC=C1)C1=NN(C(=C1)C(=O)OCC)C1OCCCC1 ethyl 3-(2-acetamidophenyl)-1-(tetrahydro-2H-pyran-2-yl)-1H-pyrazole-5-carboxylate